C1(CCCC1)C1=C(C=C(C=C1O)\C=C\C1=CC=CC=C1)O (E)-2-cyclopentyl-5-styryl-1,3-benzenediol